NC=1SC2=C(N1)C(=CC=C2F)C2=C(C=C1C=NC=NC1=C2F)Cl 7-(2-amino-7-fluoro-1,3-benzothiazol-4-yl)-6-chloro-8-fluoro-quinazolin